ClC1=C(CNC2=NC=NC3=CC(=C(C=C23)OC2CCN(CC2)C(C=C)=O)OC)C=CC=C1 1-(4-((4-((2-chlorobenzyl)amino)-7-methoxyquinazolin-6-yl)oxy)piperidin-1-yl)prop-2-en-1-one